N1N=CN=C1C1CN(CCC1)[C@H](C(=O)NC1=NC=C(C=C1)Cl)C (2S)-2-(3-(1H-1,2,4-triazol-5-yl)piperidin-1-yl)-N-(5-chloropyridin-2-yl)propanamide